tert-butyl (S)-4-(1-((2,7-dimethyl-[1,2,4]triazolo[1,5-a]pyridin-6-yl)carbamoyl)-2,3-dihydro-1H-pyrrolo[2,3-b]pyridin-4-yl)-2-methylpiperazine-1-carboxylate CC1=NN2C(C=C(C(=C2)NC(=O)N2CCC=3C2=NC=CC3N3C[C@@H](N(CC3)C(=O)OC(C)(C)C)C)C)=N1